(4-chlorophenyl)-1-(3-(furan-2-yl)benzoyl)piperidine-3-carboxamide ClC1=CC=C(C=C1)C1N(CCCC1C(=O)N)C(C1=CC(=CC=C1)C=1OC=CC1)=O